γ-glycidoxypropyl-acetoxyethoxymethylsilane C(C1CO1)OCCC[SiH2]COCCOC(C)=O